FC(OC=1C=NC(=NC1)N[C@@H]1C[C@H](CC1)NC1=CC=C(C(=N1)C)N1C(C=CC=C1C)=O)F 6'-(((1S,3S)-3-((5-(difluoromethoxy)pyrimidin-2-yl)amino)cyclopentyl)amino)-2',6-dimethyl-2H-[1,3'-bipyridyl]-2-one